FC(C1CC(OCC1)CC(=O)OCC)(F)F ethyl 2-(4-(trifluoromethyl)tetrahydro-2H-pyran-2-yl)acetate